N,N-dipropyl-hexadecylamine C(CC)N(CCC)CCCCCCCCCCCCCCCC